trans-1,4-dibromobutene Br\C=C\CCBr